C[C@@H]1N(CC[C@@]2(OCC(C3=C2SC(=C3)C)=O)C1)C(=O)OC(C)(C)C tert-butyl (2S,4R)-2,2'-dimethyl-4'-oxo-spiro[piperidine-4,7'-thieno[2,3-C]pyran]-1-carboxylate